phosphoric acid mono(2-methylpropyl) ester CC(COP(O)(O)=O)C